4'-chloro-2,2',3,4,6-pentafluoro-1,1'-biphenyl ClC1=CC(=C(C=C1)C1=C(C(=C(C=C1F)F)F)F)F